FC=1C=C(C=C(C1C=1N(C=C(N1)C(F)(F)F)C)OC)CO {3-fluoro-5-methoxy-4-[1-methyl-4-(trifluoromethyl)imidazol-2-yl]phenyl}methanol